BrC=1C(=NOC1C1=NC=CC=C1)CN1C(C(N(CC1)C1CCC1)=O)=O 1-((4-bromo-5-(pyridin-2-yl)isoxazol-3-yl)methyl)-4-cyclobutylpiperazine-2,3-dione